O=C1NC(CCC1N1C(C2=CC=C(C=C2C1=O)NCCCCCCNC(C1=CC=C(C(=O)NC2=CC3=C(NC(=N3)CN3[C@H](CCC3)C)C=C2)C=C1)=O)=O)=O N1-(6-((2-(2,6-dioxopiperidin-3-yl)-1,3-dioxoisoindolin-5-yl)amino)hexyl)-N4-(2-(((S)-2-methylpyrrolidin-1-yl)methyl)-1H-benzo[d]imidazol-5-yl)terephthalamide